N=1C=NN2C1C=CC(=C2)C2=CC(=NN2C2=NC(=CC=C2)C)CC(=O)NC2=CC=C(C=C2)NC(C)=O 5-([1,2,4]triazolo[1,5-a]pyridin-6-yl)-N-(4-acetamidophenyl)-1-(6-methylpyridin-2-yl)-1H-pyrazole-3-carboxyamide